(10-(naphthalen-1-yl)anthracen-9-yl)boronic acid C1(=CC=CC2=CC=CC=C12)C1=C2C=CC=CC2=C(C2=CC=CC=C12)B(O)O